water Calcium [Ca].O